1,4-bis(dimethoxyethylsilyl)butane 1H-indole-1-carboxylate N1(C=CC2=CC=CC=C12)C(=O)O.COC(C[SiH2]CCCC[SiH2]CC(OC)OC)OC